C1(CC1)N1C(C2=NC=C(C=C2C1)OC\C(\CNC(OC(C)(C)C)=O)=C\F)=O (E)-tert-butyl (2-(((6-cyclopropyl-7-oxo-6,7-dihydro-5H-pyrrolo[3,4-b]pyridin-3-yl)oxy)methyl)-3-fluoroallyl)carbamate